IC=1C(=CC=C2C(CCOC12)=O)OC(C1=CC=C(C#N)C=C1)C1=CC=NC=C1 4-(((8-iodo-4-oxochroman-7-yl)oxy)(pyridin-4-yl)methyl)benzonitrile